(2S)-2-[[2-[(1,1-dioxo-2H-thiochromen-6-yl)amino]-5-(5-isopropyl-1,3,4-oxadiazol-2-yl)pyrimidin-4-yl]amino]-2-phenyl-ethanol O=S1(CC=CC2=CC(=CC=C12)NC1=NC=C(C(=N1)N[C@H](CO)C1=CC=CC=C1)C=1OC(=NN1)C(C)C)=O